2-ethoxy-4-methylphenyl 4-ethoxybenzoate C(C)OC1=CC=C(C(=O)OC2=C(C=C(C=C2)C)OCC)C=C1